2,4,6-tris(diphenylamino)-5-fluoro-isophthalonitrile C1(=CC=CC=C1)N(C1=C(C#N)C(=C(C(=C1C#N)N(C1=CC=CC=C1)C1=CC=CC=C1)F)N(C1=CC=CC=C1)C1=CC=CC=C1)C1=CC=CC=C1